3-(S)-propionylaminopyrrolidine-1-carboxylic acid tert-butyl ester C(C)(C)(C)OC(=O)N1C[C@H](CC1)NC(CC)=O